N-(3-(3,3-difluoro-1-((4-methyl-4H-1,2,4-triazol-3-yl)methyl)cyclobutyl)phenyl)-6-(trifluoromethyl)picolinamide FC1(CC(C1)(CC1=NN=CN1C)C=1C=C(C=CC1)NC(C1=NC(=CC=C1)C(F)(F)F)=O)F